3-(3-pyridinyl)prop-2-yn-1-ol N1=CC(=CC=C1)C#CCO